ClC=1C(=NC(=NC1)NC1=C(C=C(C=C1)N1CCC(CC1)N1CCN(CC1)C)OC)OC1=CC=CC=C1 5-chloro-N-{2-methoxy-4-[4-(4-methylpiperazin-1-yl)piperidin-1-yl]phenyl}-4-phenoxypyrimidin-2-amine